7-amino-N-methyl-2,3-dihydrobenzofuran-4-carboxamide NC=1C=CC(=C2CCOC21)C(=O)NC